NC=1C2=C(N=C(N1)Cl)N(C=C2C2=NN(C=C2Cl)C)[C@@H]2C[C@@H]([C@@H]1[C@H]2OC(O1)(C)C)C=1C=C(C=O)C=CC1 3-[(3aR,4R,6R,6aS)-6-[4-amino-2-chloro-5-(4-chloro-1-methylpyrazol-3-yl)pyrrolo[2,3-d]pyrimidin-7-yl]-2,2-dimethyl-tetrahydro-3aH-cyclopenta[d][1,3]dioxol-4-yl]benzaldehyde